IC1=C(C(=O)O)C(=C(C(=C1C(=O)O)I)N)I 2,4,6-triiodo-5-aminoisophthalic acid